Cerium (III) carbonate hydrate O.C([O-])([O-])=O.[Ce+3].C([O-])([O-])=O.C([O-])([O-])=O.[Ce+3]